Z,Z-9,12-tetradecadienol C(CCCCCCC\C=C/C\C=C/C)O